4-(5-(1-(2-((tert-butyldimethylsilyl)oxy)ethyl)-3-nitro-1H-pyrazol-5-yl)-5-hydroxyoctahydropentalen-2-yl)-N-(3-chloro-4-fluorophenyl)-1-methyl-1H-imidazole-5-carboxamide [Si](C)(C)(C(C)(C)C)OCCN1N=C(C=C1C1(CC2CC(CC2C1)C=1N=CN(C1C(=O)NC1=CC(=C(C=C1)F)Cl)C)O)[N+](=O)[O-]